C(C)N1C(=NN=C1)C=1C=C2C=NN(C2=C(C1)OC1=CC=C(OCCCN2C3COC(C2)CC3)C=C1)C 5-[3-[4-[5-(4-ethyl-1,2,4-triazol-3-yl)-1-methyl-indazol-7-yl]oxyphenoxy]propyl]-2-oxa-5-azabicyclo[2.2.2]octane